7-oxa-1-azaspiro[3.4]octane N1CCC12CCOC2